ClC=1C(C=CC(C1)(N)N)=C1C=CC(N)(C=C1)N 2-chloro-4,4'-diaminobenzidine